N[C@@H]1[C@H]([C@@H]2CC[C@H](C1)N2C2=C(N=C1C(=N2)NN=C1C1=C(C2=C(N(N=C2C=C1)C)Cl)Cl)CO)F {6-[(1S,2R,3S,5R)-3-amino-2-fluoro-8-azabicyclo[3.2.1]octan-8-yl]-3-(3,4-dichloro-2-methyl-2H-indazol-5-yl)-1H-pyrazolo[3,4-b]pyrazin-5-yl}methanol